N-(5,6-difluoro-1H-indol-3-yl)-3-(trifluoromethyl)-1H,4H,5H,6H-cyclopenta[c]pyrazole-5-carboxamide FC=1C=C2C(=CNC2=CC1F)NC(=O)C1CC2=C(NN=C2C(F)(F)F)C1